C(#N)C1=C(C(=O)O)C=CC(=C1)NC(=O)C1=C(C(=NS1)C1=CC=CC=C1)C1CC1 2-CYANO-4-(4-CYCLOPROPYL-3-PHENYL-ISOTHIAZOLE-5-CARBOXAMIDO)BENZOIC ACID